1-[4-(2,3-dichlorophenyl)piperidin-1-yl]-2-{3-[(2R,6S)-2,6-dimethylmorpholine-4-carbonyl]-5,6-dihydrocyclopenta[c]pyrazol-1(4H)-yl}ethan-1-one ClC1=C(C=CC=C1Cl)C1CCN(CC1)C(CN1N=C(C2=C1CCC2)C(=O)N2C[C@H](O[C@H](C2)C)C)=O